C1OCCCO1 2,6-dioxane